C[C@H]1CN(CCC1)C1=C(C(=O)NC2=CC(=NC=C2)S(N)(=O)=O)C=C(C=N1)C(F)(F)F |o1:1| (R or S)-2-(3-methylpiperidin-1-yl)-N-(2-sulfamoylpyridin-4-yl)-5-(trifluoro-methyl)nicotinamide